3-((3-(Aminomethyl)phenyl)sulfonyl)-5-cyclohexyl-N,N-dimethylpiperidine-1-carboxamide NCC=1C=C(C=CC1)S(=O)(=O)C1CN(CC(C1)C1CCCCC1)C(=O)N(C)C